CN1N=C(C2=C1C=NN(C2=O)CC(=O)N[C@@H](C)C2=CC=C(C=C2)C(F)(F)F)C (S)-2-(1,3-Dimethyl-4-oxo-1,4-dihydro-5H-pyrazolo[3,4-d]pyridazin-5-yl)-N-(1-(4-(trifluoromethyl)phenyl)ethyl)acetamid